(S)-3-((1-(methyl-d3)pyrrolidin-2-yl)methyl-d2)-1H-indol-4-yl dihydrogen phosphate P(=O)(OC1=C2C(=CNC2=CC=C1)C([2H])([2H])[C@H]1N(CCC1)C([2H])([2H])[2H])(O)O